2,2',4'-trihydroxy-5-chloroazobenzene-3-sulfonic acid C1=CC(=C(C=C1O)O)N=NC2=C(C(=CC(=C2)Cl)S(=O)(=O)O)O